N-(3,3-difluoropiperidin-4-yl)-5-(2,2-dimethylpropoxy)-2-methyl-1-benzofuran-3-carboxamide FC1(CNCCC1NC(=O)C1=C(OC2=C1C=C(C=C2)OCC(C)(C)C)C)F